ClC1=C(CN(C(C2=CC(=CC=C2)F)=O)[C@H](C)C=2C=NC=CC2)C=CC(=C1)Cl (R)-N-(2,4-dichlorobenzyl)-3-fluoro-N-(1-(pyridin-3-yl)ethyl)benzamide